N1=CC=C(C=C1)C1=NN2C(N=C(C=C2N2CCOCC2)N2N=C(C=C2)C=2C=C(C=CC2)C)=N1 4-(2-(pyridin-4-yl)-5-(3-(m-tolyl)-1H-pyrazol-1-yl)-[1,2,4]triazolo[1,5-a]pyrimidin-7-yl)morpholine